6-chloro-4-((4-chloro-5-fluoro-2-(N-methylsulfonylamino)phenyl)amino)-N-ethoxynicotinamide ClC1=NC=C(C(=O)NOCC)C(=C1)NC1=C(C=C(C(=C1)F)Cl)NS(=O)(=O)C